N1C=CC2=CC=CC(=C12)N1C(COCC1)=O 4-(1H-Indol-7-yl)morpholin-3-one